2-methyl-N-(1-methyl-1H-pyrazol-3-yl)-5-{[2-(trifluoromethyl)pyridin-3-yl]methoxy}-1-benzothiophene-3-carboxamide CC=1SC2=C(C1C(=O)NC1=NN(C=C1)C)C=C(C=C2)OCC=2C(=NC=CC2)C(F)(F)F